N-(1-{4-[(cis)-octahydropyrrolo[3,4-c]pyrrol-2-ylmethyl]phenyl}-2-oxo-1,2-dihydropyrimidin-4-yl)-4-(2-amino-2-methylpropanoyl)piperazine-1-carboxamide hydrochloride salt Cl.C1N(C[C@@H]2[C@H]1CNC2)CC2=CC=C(C=C2)N2C(N=C(C=C2)NC(=O)N2CCN(CC2)C(C(C)(C)N)=O)=O